(4-methoxyphenyl)-1,1'-biphenyl-4,4'-diamine COC1=CC=C(C=C1)C1=C(C=CC(=C1)N)C1=CC=C(C=C1)N